C(C)(C)(C)OC(=O)NS(=O)(=O)N(C1CC2(CN(C2)C(=O)OC(C)(C)C)C1)C(C)C tert-butyl 6-((N-(tert-butoxycarbonyl)sulfamoyl)(isopropyl)amino)-2-azaspiro[3.3]heptane-2-carboxylate